ClC=1C=C(CC=2NC3=C(C=CC=C3C2)C=2N=NN(C2)C=2C=CC=C3C=CC(OC23)=O)C=CC1 8-(4-(2-(3-chlorobenzyl)-1H-indol-7-yl)-1H-1,2,3-triazol-1-yl)-2H-chromen-2-one